C1N(CCC2=CC=CC=C12)C[C@H](CN1C(C2=CC=C(C=C2CC1)OCCN1CCOCC1)=O)O 2-[(2R)-3-(3,4-dihydro-1H-isoquinolin-2-yl)-2-hydroxy-propyl]-6-(2-morpholinoethoxy)-3,4-dihydroisoquinolin-1-one